FC1=CC=C(C=C1)C=1C(=C(C(C(C1)S(=O)(=O)C1C(C(=C(C(=C1)C1=CC=C(C=C1)F)S(=O)(=O)O)C1=CC=CC=C1)=O)=O)C1=CC=CC=C1)S(=O)(=O)O bis(4-fluorophenylsulfophenyloxophenyl)sulfone